1-(benzenesulfonyl)cyclopropan-1-ol C1(=CC=CC=C1)S(=O)(=O)C1(CC1)O